6-bromo-8-fluoro-4-isopropylphthalazin-1(2H)-one BrC=1C=C2C(=NNC(C2=C(C1)F)=O)C(C)C